BrC1=CN=CC(=N1)C(=O)C1=CN(C2=CC=CC=C12)C(=O)OC(C)(C)C tert-Butyl 3-(6-bromopyrazine-2-carbonyl)-1H-indole-1-carboxylate